carbon silicon-chromium [Cr].[Si].[C]